2-(tert-butyloxycarbonyl)-2-azaspiro[3.5]nonane-7-carboxylic acid C(C)(C)(C)OC(=O)N1CC2(C1)CCC(CC2)C(=O)O